3H,3''H-dispiro[4,7-methanoisobenzofuran-5,1'-cyclopentane-3',5''-[4,7]methanoisobenzofuran] C1OCC=2C34C5(CC(C12)(C3)C4)CC4(CC5)C=C5COC=C5C=C4